C1(CC(C(CC1)C(C)(C)O)O)C (-)-trans-p-Menthan-3,8-diol